C[C@H]1NCCOC1 (3R)-3-methyl-morpholine